S(N)(OCCC=1N(C2=CC=CC=C2C1CN1CCCC1)C1CCN(CC1)[C@@H]1CC[C@@H](CC1)C(C)C)(=O)=O 2-(1-(1-(cis-4-isopropylcyclohexyl)piperidin-4-yl)-3-(pyrrolidin-1-ylmethyl)-1H-indol-2-yl)ethyl sulfamate